FC=1C(=C(C=C(C1)CC(C)C)N1CCN(CC1)CC1=NC=CC(=C1)OC)C=1N=NNN1 1-[3-fluoro-5-isobutyl-2-(2H-tetrazol-5-yl)phenyl]-4-[(4-methoxy-2-pyridyl)methyl]-piperazine